C12CN(CC(CCC1)N2)C(=O)OC(C)(C)C tert-butyl 3,9-diazabicyclo[3.3.1]nonane-3-carboxylate